CN[C@@H]1C[C@H](C1)NC1=NN2C(C=N1)=C(C=C2)C=2C=CC=1N(C2)C(=CN1)C(=O)N1CCCC1 (6-(2-((trans-3-(methylamino)cyclobutyl)amino)pyrrolo[2,1-f][1,2,4]triazin-5-yl)imidazo[1,2-a]pyridin-3-yl)(pyrrolidin-1-yl)methanone